C(C)(C)(C)OC(=O)NC1=CC=C(C=C1)C=1SC=C(N1)C(=O)ON1C(CCC1=O)=O 2,5-dioxopyrrolidin-1-yl 2-(4-((tert-butoxycarbonyl)amino)phenyl)thiazole-4-carboxylate